C(C)OC(=O)C=1C(=NC2=C(C(=C(C=C2C1O)Cl)Br)F)O.BrC1=C(C=C2C(=C(C(=NC2=C1F)Cl)C(=O)OCC)Cl)Cl ethyl 7-bromo-2,4,6-trichloro-8-fluoroquinoline-3-carboxylate Ethyl-7-bromo-6-chloro-8-fluoro-2,4-dihydroxyquinoline-3-carboxylate